N-(cyclopropylmethyl)-2-(2-phenyl-1,2,3,4-tetrahydroquinolin-6-yl)acetamide C1(CC1)CNC(CC=1C=C2CCC(NC2=CC1)C1=CC=CC=C1)=O